tert-butyl ((trans)-2-(3'-amino-[1,1'-biphenyl]-4-yl)cyclopropyl)(4-((tert-butoxycarbonyl)amino)cyclohexyl)carbamate NC=1C=C(C=CC1)C1=CC=C(C=C1)[C@H]1[C@@H](C1)N(C(OC(C)(C)C)=O)C1CCC(CC1)NC(=O)OC(C)(C)C